4-hydroxyproline allyl ester C(C=C)OC([C@H]1NCC(C1)O)=O